C[C@H]1CC(C(N(C1)C(=O)OC(C)(C)C)=O)C(=O)C1(CC1)C(F)(F)F |r| tert-butyl rac-(5S)-5-methyl-2-oxo-3-[1-(trifluoromethyl)cyclopropanecarbonyl]piperidine-1-carboxylate